benzyl (S)-2-((4-((tert-butoxycarbonyl)oxy)benzyl)(methyl)amino)-3-methylbutanoate C(C)(C)(C)OC(=O)OC1=CC=C(CN([C@H](C(=O)OCC2=CC=CC=C2)C(C)C)C)C=C1